C1N(CC2C1CN(C2)C(=O)OC[C@@]2(N1CCC(C2=O)CC1)COC)C(=O)OC[C@@]1(N2CCC(C1=O)CC2)COC bis(((1S,2S,4S)-2-(methoxymethyl)-3-oxoquinuclidin-2-yl)methyl) (3aS,6aS)-tetrahydropyrrolo[3,4-c]pyrrole-2,5(1H,3H)-dicarboxylate